FC(C1=CC=C(OC2CC3(CN(C3)C(=O)OC(C)(C)C)C2)C=C1)(F)F tert-butyl 6-(4-(trifluoromethyl)phenoxy)-2-azaspiro[3.3]heptane-2-carboxylate